(1'RS,2RS,2'RS,3RS,7'RS,8'RS)-3,5'-dimethylspiro[oxirane-2,9'-tricyclo[6.2.1.02,7]undec[4]ene] C[C@H]1O[C@]12[C@H]1[C@@H]3CC(=CC[C@@H]3[C@@H](C2)C1)C |r|